N-(4-bromo-2-formylphenyl)-3-phenylpropionamide BrC1=CC(=C(C=C1)NC(CCC1=CC=CC=C1)=O)C=O